2,2',2''-(10-(1-carboxy-4-((2,5-dioxopyrrolidin-1-yl)oxy)-4-oxobutyl)-1,4,7,10-tetraazacyclododecane-1,4,7-triyl)triacetic acid C(=O)(O)C(CCC(=O)ON1C(CCC1=O)=O)N1CCN(CCN(CCN(CC1)CC(=O)O)CC(=O)O)CC(=O)O